4-(2,7-diazaspiro[3.5]non-2-yl)-6-[2-(3-methyl-1,2,4-oxadiazol-5-yl)ethyl]quinazoline C1N(CC12CCNCC2)C2=NC=NC1=CC=C(C=C21)CCC2=NC(=NO2)C